C(C)(=O)[O-].C(C)(=O)[O-].C(C)(=O)[O-].C(C)(=O)[O-].[Ga+3].[Ga+3] digallium tetraacetate